NC=1C=2N(C=C(N1)C1=CC=C(C=C1)C#N)C=C(N2)C=2C=C(C=CC2C)S(=O)(=O)N[C@@H]2CC[C@H](CC2)O 3-[8-Amino-6-(4-cyanophenyl)imidazo[1,2-a]pyrazin-2-yl]-N-(trans-4-hydroxycyclohexyl)-4-methylbenzenesulfonamide